1-(5-((5-chloro-4-(4-fluoro-2-methylphenyl)pyrimidin-2-yl)amino)pyridin-3-yl)pyrrolidin-2-one ClC=1C(=NC(=NC1)NC=1C=C(C=NC1)N1C(CCC1)=O)C1=C(C=C(C=C1)F)C